dipyrazino[2,3-f:2',3'-h]quinoxaline-2,3,6,7,10,1-hexacarbonitrile N1(C(C(=NC2=C1C=1N=CC(=NC1C1=C2N=C(C(=N1)C#N)C#N)C#N)C#N)C#N)C#N